6-amino-4-methyl-2H-benzo[b][1,4]oxazin-3(4H)-one NC1=CC2=C(OCC(N2C)=O)C=C1